ClC1=CC(=C2C(=NC=NN21)N2CC1(C2)CC(C1)N(S(=O)(=O)N)CC1=CC=C(C=C1)C(F)(F)F)C N-(2-(7-chloro-5-methylpyrrolo[2,1-f][1,2,4]triazin-4-yl)-2-azaspiro[3.3]heptan-6-yl)-N-(4-(trifluoromethyl)benzyl)sulfamide